ClC=1C=C(C=CC1)[C@H]([C@@H](CN1CCCC1)NC(OCC1=CC=CC=C1)=O)O benzyl ((1R,2R)-1-(3-chlorophenyl)-1-hydroxy-3-(pyrrolidin-1-yl)propan-2-yl)carbamate